1-(1-(tetrahydro-2H-pyran-4-carbonyl)indole-5-yl)ethane O1CCC(CC1)C(=O)N1C=CC2=CC(=CC=C12)CC